BrC=1C=C2N=C3C4=C(C5=C(C3=NC2=CC1)C=CC=N5)N=CC=C4 11-bromodipyrido[3,2-a:2',3'-c]phenazine